2,2',2'',2'''-(1,2-ethandiyldinitrilo)tetrakis[ethanol] C(CN(CCO)CCO)N(CCO)CCO